NCC1CCC(CC1)C(=O)NC#C 4-(aminomethyl)-N-ethynyl-cyclohexane-1-carboxamide